N-{2-[(1S)-6,7-dichloro-8-methoxy-1-methyl-1H,2H,3H-pyrrolo[3,4-c]quinolin-2-yl]-2-oxoethyl}methanesulfonamide ClC1=C(C(=CC=2C3=C(C=NC12)CN([C@H]3C)C(CNS(=O)(=O)C)=O)OC)Cl